C(C)OC(=O)C1(CSCC1O)N1C2=NC=NC(=C2N=C1)SCC (±)-Ethyl-3-(6-(ethylthio)-9H-purin-9-yl)-4-hydroxytetrahydrothiophene-3-carboxylate